[(2-Amino-2-cyclobutylethoxy)methyl]tributylstannane NC(COC[Sn](CCCC)(CCCC)CCCC)C1CCC1